N-(3-(methylsulfonyl)-1H-pyrazolo[4,3-c]pyridin-6-yl)acetamide CS(=O)(=O)C1=NNC2=C1C=NC(=C2)NC(C)=O